FC(C=1NC=C(C1)C=1C(=NN(C1)C)C1=NC=C(C=C1)F)F 2-(difluoromethyl)-4-(3-(5-fluoropyridin-2-yl)-1-methyl-1H-pyrazol-4-yl)-1H-pyrrole